3-methyl-2-butenyl-acetothioate CC(C=CCC([O-])=S)C